3-(difluoromethyl)-5-methyl-2-[7-[(3R)-1-methyl-3-piperidyl]imidazo[4,5-c]pyridazin-3-yl]phenol FC(C=1C(=C(C=C(C1)C)O)C1=CC2=C(N=N1)N(C=N2)[C@H]2CN(CCC2)C)F